C(#N)C=1C=CC=C2C(=CNC12)C=1N=CC(=NC1)OC1CN(CC1)C(=O)OCCCC butyl 3-[[5-(7-cyano-1H-indol-3-yl)pyrazin-2-yl]oxy]-pyrrolidine-1-carboxylate